6-(4-(aminomethyl)-4-methylpiperidin-1-yl)-3-((2-(trifluoromethyl)pyridin-3-yl)thio)pyrazin-2-amine NCC1(CCN(CC1)C1=CN=C(C(=N1)N)SC=1C(=NC=CC1)C(F)(F)F)C